C1(=CC=CC2=CC=CC=C12)C1CC1 1-naphthyl-cyclopropane